3-(2-Oxoethylidene)indolin-2-one O=CC=C1C(NC2=CC=CC=C12)=O